4-[7-(2-methoxyethyl-amino)imidazo[1,2-a]pyridin-3-yl]-7-[(5-morpholino-2-pyridyl)amino]isoindolin-1-one COCCNC1=CC=2N(C=C1)C(=CN2)C2=C1CNC(C1=C(C=C2)NC2=NC=C(C=C2)N2CCOCC2)=O